CC(C)(C)OC(=O)N1CCC(CC1)O N-BOC-4-hydroxypiperidine